4-bromo-3-(cyclopentylmethoxy)thiophene-2-carboxylic acid BrC=1C(=C(SC1)C(=O)O)OCC1CCCC1